4-bromo-5-fluoropicolinoyl chloride BrC1=CC(=NC=C1F)C(=O)Cl